2-hydroxy-2-sulfinato-acetic acid-disodium salt [Na+].[Na+].OC(C(=O)O)S(=O)[O-].OC(C(=O)O)S(=O)[O-]